NC1=CC=C(CNC([O-])=O)C=C1 4-amino-benzyl-carbamate